ClC1=C(C=CC=C1)C1=C(C(=CC=C1)C1=NC(=C(C(=C1)F)CNC[C@H]1NC(CC1)=O)OC)Cl 2,2'-dichloro-3'-(4-fluoro-6-methoxy-5-(((((S)-5-oxopyrrolidin-2-yl)methyl)amino)methyl)pyridin-2-yl)-[1,1'-biphenyl]